((1R,4R,5S)-5-((5-cyclopropyl-3-(2,6-dichlorophenyl)isoxazol-4-yl)methoxy)-2-azabicyclo[2.2.1]hept-2-yl)benzo[d]thiazole-6-carboxylic acid C1(CC1)C1=C(C(=NO1)C1=C(C=CC=C1Cl)Cl)CO[C@@H]1[C@H]2CN([C@@H](C1)C2)C=2SC1=C(N2)C=CC(=C1)C(=O)O